7-methyl-1-oxo-1,3-dihydro-2H-indene-2,2-dicarboxylic acid diethyl ester C(C)OC(=O)C1(C(C2=C(C=CC=C2C1)C)=O)C(=O)OCC